Methyl (5-(2-fluoro-5-((6-fluoro-4-oxo-3,4-dihydrophthalazin-1-yl)methyl) phenyl)-1H-benzoimidazol-2-yl)carbamate FC1=C(C=C(C=C1)CC1=NNC(C2=CC(=CC=C12)F)=O)C1=CC2=C(NC(=N2)NC(OC)=O)C=C1